4-(bromomethyl)-3-iodo-benzonitrile BrCC1=C(C=C(C#N)C=C1)I